O=C1NC(CCC1C1=NN(C2=C(C=CC=C12)N1CCN(CC1)C[C@H]1[C@@H](CN(CC1)C(=O)OC(C)(C)C)C)C)=O tert-butyl (3S,4R)-4-((4-(3-(2,6-dioxopiperidin-3-yl)-1-methyl-1H-indazol-7-yl)piperazin-1-yl)methyl)-3-methylpiperidine-1-carboxylate